Cl.CC1=NOC(=N1)C(C)N 1-(3-methyl-1,2,4-oxadiazol-5-yl)ethan-1-amine hydrochloride